2-butyl-4-chloro-1-((6'-cyano-[1,1':3',1''-terphenyl]-4-yl)methyl)-1H-imidazole-5-carboxylic Acid C(CCC)C=1N(C(=C(N1)Cl)C(=O)O)CC1=CC=C(C=C1)C1=CC(=CC=C1C#N)C1=CC=CC=C1